N-(4-Chloro-3-methylphenyl)-5-fluoro-6-methoxy-N-methyl-1-(6-methyl-4-(trifluoromethyl)pyridin-2-yl)indoline-2-carboxamide ClC1=C(C=C(C=C1)N(C(=O)C1N(C2=CC(=C(C=C2C1)F)OC)C1=NC(=CC(=C1)C(F)(F)F)C)C)C